1-(2,1-Benzothiazol-3-yl)ethan-1-ol N=1SC(=C2C1C=CC=C2)C(C)O